2-difluoromethyl-5-(4,5-dihydro-1,3-thiazol-2-yl)-4-isobutyl-6-trifluoromethylnicotinic acid FC(C1=C(C(=O)O)C(=C(C(=N1)C(F)(F)F)C=1SCCN1)CC(C)C)F